FC1=CC=C(C(=O)O)C=C1 4-monofluorobenzoic acid